IC1=CN=C2N1C=C(C=C2)C=2C=NN1C2C(N(C[C@@H]1C)C1=CC=C(C=C1)C(F)(F)F)=O (7S)-3-(3-iodoimidazo[1,2-a]pyridin-6-yl)-7-methyl-5-[4-(trifluoromethyl)phenyl]-6,7-dihydropyrazolo[1,5-a]pyrazin-4(5H)-one